SC1CC(CCC1)[Si](OCC)(OCC)OCC 3-mercaptocyclohexyl-triethoxysilane